(4-amino-1,3-dihydrofuro[3,4-c]quinolin-8-yl)-[rac-(3S)-3-(4-bromophenyl)morpholin-4-yl]methanone NC1=NC=2C=CC(=CC2C2=C1COC2)C(=O)N2[C@H](COCC2)C2=CC=C(C=C2)Br |r|